OP(O)OP(O)O.C(C)(C)(C)C1=C(C=CC(=C1)C(C)(C)C)C([C@H]([C@H](C=O)O)O)(O)C1=C(C=C(C=C1)C(C)(C)C)C(C)(C)C bis-(2,4-di-tert-butyl-phenyl)-erythrose diphosphite